C1=CC2=C3C(=CC=C4C3=C1C(=O)OC4=O)C(=O)OC2=O Naphthalene-1,4,5,8-tetracarboxylic acid dianhydride